tert-butyl (S)-2-((5-(3-methoxyphenyl)isoxazol-3-yl)(methyl)carbamoyl)pyrrolidine-1-carboxylate COC=1C=C(C=CC1)C1=CC(=NO1)N(C(=O)[C@H]1N(CCC1)C(=O)OC(C)(C)C)C